ethyl (Z)-N-benzyl-N-([methyl (methyl-thioethylideneamino-oxycarbonyl)amino]thio)-β-alaninate C(C1=CC=CC=C1)N(CCC(=O)OCC)SN(C(=O)O\N=C/CSC)C